3-hydroxy-1-(4-isopropylbenzyl)piperidine-2,6-dione OC1C(N(C(CC1)=O)CC1=CC=C(C=C1)C(C)C)=O